N-(3-fluoro-4-((6-methoxy-7-(3-morpholinopropoxy)quinolin-4-yl)oxy)phenyl)-1,2-dimethyl-4-oxo-6-(trifluoromethoxy)-1,4-dihydroquinoline-3-carboxamide FC=1C=C(C=CC1OC1=CC=NC2=CC(=C(C=C12)OC)OCCCN1CCOCC1)NC(=O)C1=C(N(C2=CC=C(C=C2C1=O)OC(F)(F)F)C)C